((1r,3s,5R,7S)-3-bromo-5,7-dimethyladamantan-1-yl)methanol BrC12CC3(C[C@](C[C@@](C1)(C3)C)(C2)C)CO